C(#N)C=1C=C(C=CC1)C1=NN2C(N=C(C=C2)N2CCN(CC2)CC2=NC=CC=C2C)=C1C#N 2-(3-Cyanophenyl)-5-[4-[(3-methyl-2-pyridyl)methyl]piperazin-1-yl]pyrazolo[1,5-a]pyrimidine-3-carbonitrile